C(C(=C)C)(=O)OCC1=CC(=CC=C1)OC1=CC=CC=C1 meta-phenoxybenzyl methacrylate